ClC=1C(N(C(=CC1OCC1=NC=C(C=C1C)F)C)C1=CC(=NC=C1C)C1=NC(=NC=C1)C(C)(C)O)=O (M)-3-chloro-4-((5-fluoro-3-methylpyridin-2-yl)methoxy)-2'-(2-(2-hydroxypropan-2-yl)pyrimidin-4-yl)-5',6-dimethyl-2H-[1,4'-bipyridin]-2-one